6-fluoro-2-methyl-1,2,3,4-tetrahydroquinolin-4-yl-formamide methyl-4-(2-(2-fluorophenyl)-7-oxo-4,7-dihydropyrazolo[1,5-a]pyrimidin-5-yl)benzoate COC(C1=CC=C(C=C1)C=1NC=2N(C(C1)=O)N=C(C2)C2=C(C=CC=C2)F)=O.FC=2C=C1C(CC(NC1=CC2)C)NC=O